FC1=CC(=C(C(=O)N[C@H]2[C@H]([C@H]3C=C[C@@H]2C3)C(=O)OC)C=C1OC1CCC(CC1)(C(=O)OCC1=CC=CC3=CC=CC=C13)C)OC Methyl (1R,2S,3R,4S)-3-(4-fluoro-2-methoxy-5-(((1s,4S)-4-methyl-4-((naphthalen-1-ylmethoxy)carbonyl)cyclohexyl)oxy)benzamido)bicyclo[2.2.1]hept-5-ene-2-carboxylate